N-(3-Chlorophenyl)-N-(2-((2-fluorobenzyl)amino)-2-oxo-1-phenylethyl)-propiolamide ClC=1C=C(C=CC1)N(C(C#C)=O)C(C(=O)NCC1=C(C=CC=C1)F)C1=CC=CC=C1